N-((3R,4S)-4-((6-(2-fluoro-3-meth-oxyphenyl)-8-(((1-methylpyrrolidin-2-yl)methyl)amino)pyrido[3,4-d]pyrimidin-2-yl)amino)tetrahydrofuran-3-yl)acrylamide FC1=C(C=CC=C1OC)C1=CC2=C(N=C(N=C2)N[C@H]2[C@H](COC2)NC(C=C)=O)C(=N1)NCC1N(CCC1)C